O1N=CC=C1CN1CC2C(C1)(CNC2)C 5-(isoxazol-5-ylmethyl)-3a-methylhexahydropyrrolo[3,4-c]pyrrol